tert-butyl 3-(1,2,3,4-tetrahydroisoquinolin-6-yl)butanoate C1NCCC2=CC(=CC=C12)C(CC(=O)OC(C)(C)C)C